ClC1=NC=C(C(=N1)NCC1=CC=C(C=C1)C=1N(C=C(N1)C(F)(F)F)C)N 2-chloro-N4-([4-[1-methyl-4-(trifluoromethyl)imidazol-2-yl]phenyl]methyl)pyrimidine-4,5-diamine